2-(2-ethylphenyl)formyloxy-1,3-propanediol C(C)C1=C(C=CC=C1)C(=O)OC(CO)CO